bis(cyclopentadienyl)bis[2,6-difluoro-3-(N-(2-ethylhexyl-4-tolyl-sulfonyl)amino)phenyl]titanium C1(C=CC=C1)[Ti](C1=C(C(=CC=C1F)NS(=O)(=O)C1=CC(=C(C=C1)C)CC(CCCC)CC)F)(C1=C(C(=CC=C1F)NS(=O)(=O)C1=CC(=C(C=C1)C)CC(CCCC)CC)F)C1C=CC=C1